C1(CC1)OC1=C(C(=NC=C1)OC([2H])([2H])[2H])C1=CNC2=NC(=CC=C21)NC(=O)[C@@H]2[C@H](C2)CN(C)C (1S,2S)-N-(3-(4-cyclopropoxy-2-(methoxy-d3)pyridin-3-yl)-1H-pyrrolo[2,3-b]pyridin-6-yl)-2-((dimethylamino)methyl)cyclopropane-1-carboxamide